C(C)(C)(C)OC(=O)N1CCCC=2C=C3C(=CC12)N(C(N3)=O)C.CN(C)CCC(C(=O)N)=C (dimethyl)Aminoethylacrylamide Tert-butyl-3-methyl-2-oxo-1,6,7,8-tetrahydroimidazo[4,5-g]quinoline-5-carboxylate